C(C)(C)(C)C1=CC=C(C=2C(N=C3N(C12)C1=CC(=CC=C1C3(C)C)N3CCN(CC3)C3CCC(CC3)CO)=O)Cl tert-butyl-4-chloro-10-(4-(4-(hydroxymethyl)cyclohexyl)piperazin-1-yl)-7,7-dimethylindolo[1,2-a]quinazolin-5(7H)-one